4,6-dichloro-N-(4-(trifluoromethoxy)pyridin-2-yl)pyrimidin-2-amine ClC1=NC(=NC(=C1)Cl)NC1=NC=CC(=C1)OC(F)(F)F